(Z)-6-methyl-1-(4-(methylsulfonyl)phenyl)-3-((4-nitro-1H-pyrrol-2-yl)methylene)-2-oxoindoline-5-carbonitrile CC1=C(C=C2/C(/C(N(C2=C1)C1=CC=C(C=C1)S(=O)(=O)C)=O)=C/C=1NC=C(C1)[N+](=O)[O-])C#N